4,4-difluorocyclohexaneamine hydrochloride Cl.FC1(CCC(CC1)N)F